butyl 5-bromo-1H-indazole-carboxylate BrC=1C=C2C(=NNC2=CC1)C(=O)OCCCC